C(C)(C)(C)C1=C(C=C(C=C1)N1C(C2=CC=C(C=C2[C@H]([C@@H]1C1=CC2=C(OCCO2)C=C1)C(=O)O)F)=O)Cl |o1:18,19| (3R,4R) or (3S,4S)-2-(4-tert-butyl-3-chlorophenyl)-3-(2,3-dihydro-1,4-benzodioxin-6-yl)-6-fluoro-1-oxo-1,2,3,4-tetrahydroisoquinoline-4-carboxylic acid